spiro[fluorene-9,9'-xanthene]-2'-yl-boronic acid C1=C(C=CC=2OC3=CC=CC=C3C3(C12)C1=CC=CC=C1C=1C=CC=CC13)B(O)O